(±)-4-(4-(Bicyclo[2.2.1]heptan-2-yl)phenoxy)benzamide C12C(CC(CC1)C2)C2=CC=C(OC1=CC=C(C(=O)N)C=C1)C=C2